FC1(C(C1)(\C=N\O)C)F (E)-2,2-difluoro-1-methylcyclopropane-1-formaldoxime